tert-butyl 4-(5-((1-(2-ethoxyethyl)-3-(pyridin-2-yl)-1H-pyrazol-4-yl)carbamoyl)furan-2-yl)-1H-pyrazole-1-carboxylate C(C)OCCN1N=C(C(=C1)NC(=O)C1=CC=C(O1)C=1C=NN(C1)C(=O)OC(C)(C)C)C1=NC=CC=C1